4-(hydroxyphenyl)-3-(2-chlorophenyl)-2-propen-1-one OC1=C(C=CC=C1)C1=CC(=C(C=C1)C=CC=O)Cl